N-(3-(azetidine-1-carbonyl)-1-(6-(1,1-difluoroethyl)pyridin-2-yl)-1H-pyrazolo[4,3-c]pyridin-6-yl)acetamide N1(CCC1)C(=O)C1=NN(C2=C1C=NC(=C2)NC(C)=O)C2=NC(=CC=C2)C(C)(F)F